FC(C(=O)O)(F)F.NC=1C(=NC(=CN1)C1=C(C=CC(=C1)[C@@](C(F)F)(CO)O)C)C(=O)N[C@H](CO)C 3-Amino-6-(5-((S)-1,1-difluoro-2,3-dihydroxypropan-2-yl)-2-methylphenyl)-N-((S)-1-hydroxypropan-2-yl)pyrazine-2-carboxamide, trifluoroacetate salt